2-[1-(tert-butoxycarbonyl)-3-iodoindazol-6-yl]-5'-methoxy-2'-oxospiro[cyclopropane-1,3'-indole]-1'-carboxylate C(C)(C)(C)OC(=O)N1N=C(C2=CC=C(C=C12)C1CC12C(N(C1=CC=C(C=C21)OC)C(=O)[O-])=O)I